C(C)(C)(C)OC(=O)N1[C@@H](C[C@H](CC1)N=[N+]=[N-])CC(=O)OC(C)(C)C (2S,4S)-4-azido-2-(2-(tert-butoxy)-2-oxoethyl)piperidine-1-carboxylic acid tert-butyl ester